CC(C(=O)O)(C[C@@H](C(=O)O)NC(=O)C1=CC=C(NCC2=CN=C3N=C(N)NC(=O)C3=N2)C=C1)C Dimethyl-folic acid